CN(C1=NC(=NC(=N1)NCCC)NCCC)OCC=1SC=CC1 6-(Methyl(thiophen-2-ylmethoxy)amino)-N2,N4-dipropyl-1,3,5-triazine-2,4-diamine